N,N-bis(2-hydroxyethyl)-2-nitro-p-phenylenediamine OCCN(C1=C(C=C(C=C1)N)[N+](=O)[O-])CCO